(S)-4-(6-(2-methylazetidin-1-yl)-1H-pyrazolo[3,4-d]pyrimidin-4-yl)benzamide C[C@@H]1N(CC1)C1=NC(=C2C(=N1)NN=C2)C2=CC=C(C(=O)N)C=C2